N-(5-((4-(((2-((6-chloropyridin-2-yl)oxy)ethyl)(methyl)amino)methyl)-5-methoxypyridin-2-yl)ethynyl)-8-(methylamino)-2,7-naphthyridin-3-yl)cyclopropanecarboxamide ClC1=CC=CC(=N1)OCCN(C)CC1=CC(=NC=C1OC)C#CC1=C2C=C(N=CC2=C(N=C1)NC)NC(=O)C1CC1